ClC1=C(C=CC=C1Cl)N1CCN(CC1)CCC1CN(CC1)CCC(C(=O)N(C)C)(C1=CC=CC=C1)C1=CC=CC=C1 4-(3-(2-(4-(2,3-dichlorophenyl)piperazin-1-yl)ethyl)pyrrolidin-1-yl)-N,N-dimethyl-2,2-diphenylbutanamide